N-(1-(4-((exo-6-Amino-3-azabicyclo[3.1.0]hexan-3-yl)methyl)phenyl)-2-oxo-1,2-dihydropyrimidin-4-yl)-3,9-diazaspiro[5.5]undecane-3-carboxamide Hydrochloride Salt Cl.NC1C2CN(CC12)CC1=CC=C(C=C1)N1C(N=C(C=C1)NC(=O)N1CCC2(CC1)CCNCC2)=O